FC(C(=O)O)(F)F.N[C@@H]1CC(CC1)C1=C2C(=C(NC2=C(C=C1F)C(=O)N)C)C 4-((3S)-3-aminocyclopentyl)-5-fluoro-2,3-dimethyl-1H-indole-7-carboxamide 2,2,2-trifluoroacetate